(+)-N-((2-((2-(3-chlorophenyl)-1-hydroxypropan-2-yl)amino)-1H-benzo[d]imidazol-4-yl)methyl)azetidine-1-carboxamide ClC=1C=C(C=CC1)C(CO)(C)NC1=NC2=C(N1)C=CC=C2CNC(=O)N2CCC2